CN1N=CC(=C1C)S(=O)(=O)N1CCC(CC1)(F)C=1C(=CC=2N(C1)N=CN2)F 6-(1-((1,5-dimethyl-1H-pyrazol-4-yl)sulfonyl)-4-fluoropiperidin-4-yl)-7-fluoro-[1,2,4]triazolo[1,5-a]pyridine